(piperidin-4-yl)-2,6-naphthyridin-4-amine hydrochloride Cl.N1CCC(CC1)C1=NC=C(C2=CN=CC=C12)N